ClC=1C=C(C=C(C1)F)C1=C(C(=CC=C1)C[C@@H]1N(C[C@@H]([C@@H]1NS(=O)(=O)CC)F)C(C(C)(C)O)=O)F N-[(2S,3R,4S)-2-[(3'-chloro-2,5'-difluoro-[1,1'-biphenyl]-3-yl)methyl]-4-fluoro-1-(2-hydroxy-2-methylpropanoyl)pyrrolidin-3-yl]ethanesulfonamide